C(C)C1=NNC(=C1)NC1=CC2=C(C(=NO2)NS(=O)(=O)C2=C(C=CC=C2OC)OC)C=C1OC N-{6-[(3-ethyl-1H-pyrazol-5-yl)amino]-5-methoxy-1,2-benzoxazol-3-yl}-2,6-dimethoxybenzene-1-sulfonamide